myristyl α-allyloxymethylacrylate C(C=C)OCC(C(=O)OCCCCCCCCCCCCCC)=C